tert-butyl (1S,3S,4S,5R)-5-[(tert-butyldiphenylsilyl)oxy]-3-[(methanesulfonyloxy)methyl]-2-azabicyclo[2.2.1]heptane-2-carboxylate [Si](C1=CC=CC=C1)(C1=CC=CC=C1)(C(C)(C)C)O[C@H]1[C@@H]2[C@H](N([C@H](C1)C2)C(=O)OC(C)(C)C)COS(=O)(=O)C